2-[4-(4-chlorobenzyloxy)phenyl]ethanol ClC1=CC=C(COC2=CC=C(C=C2)CCO)C=C1